(1r,2s)-5'-methoxy-2-{3-[(6-methoxypyrimidin-4-yl)amino]-1H-indazol-6-yl}spiro[cyclopropane-1,3'-indol]-2'(1'H)-one COC=1C=C2[C@]3(C(NC2=CC1)=O)[C@@H](C3)C3=CC=C1C(=NNC1=C3)NC3=NC=NC(=C3)OC